NC=1C=C(C=2C(C3=CC=C(C=C3NC2C1)N)=O)C=C 3,6-diamino-1-vinylacridin-9(10H)-one